3-[(3R)-3-amino-4-(2,4,5-trifluorophenyl)butanoyl]-3-azabicyclo[2.2.1]heptane-2-carbonitrile N[C@@H](CC(=O)N1C(C2CCC1C2)C#N)CC2=C(C=C(C(=C2)F)F)F